O1C(COC(C1)O)O 1,4-Dioxane-2,5-diol